Oxazolidine trifluoroacetate FC(C(=O)O)(F)F.O1CNCC1